ClC1=C2C(=NC=C1[N+](=O)[O-])N(C(=C2)C2=CC=C(C=C2)CN2CCC(CC2)S(=O)(=O)C)S(=O)(=O)C2=CC=CC=C2 4-chloro-2-(4-((4-(methylsulfonyl)piperidin-1-yl)methyl)phenyl)-5-nitro-1-(phenylsulfonyl)-1H-pyrrolo[2,3-b]pyridine